CN1C(=NC2=C1C=C(C(=C2)C2=CC(=NC=C2)C)NC2=C(C(C(=O)OC)=CC=C2)C(=O)OC)C Dimethyl 3-((1,2-dimethyl-5-(2-methylpyridin-4-yl)-1H-benzo[d]imidazol-6-yl)amino)phthalate